tert-butyl 3-(5-bromo-2-(methoxycarbonyl) phenyl)-3-cyanoazetidine-1-carboxylate BrC=1C=CC(=C(C1)C1(CN(C1)C(=O)OC(C)(C)C)C#N)C(=O)OC